ethyl 6-(cyclopropanecarbonylamino)-8-(5-methylfuran-2-yl)imidazo[1,2-a]pyrazine-2-carboxylate C1(CC1)C(=O)NC=1N=C(C=2N(C1)C=C(N2)C(=O)OCC)C=2OC(=CC2)C